(1s,2s)-2-fluoro-N-(6-(2-methyl-5-(thiazol-2-yl)phenyl)benzo[d]thiazol-2-yl)cyclopropane-1-carboxamide F[C@@H]1[C@@H](C1)C(=O)NC=1SC2=C(N1)C=CC(=C2)C2=C(C=CC(=C2)C=2SC=CN2)C